tert-butyl (S)-2-(5-(3-cyano-6-ethoxypyrazolo[1,5-a]pyridin-4-yl)pyridin-2-yl)-2,7-diazaspiro[4.5]decane-7-carboxylate C(#N)C=1C=NN2C1C(=CC(=C2)OCC)C=2C=CC(=NC2)N2C[C@]1(CC2)CN(CCC1)C(=O)OC(C)(C)C